COC1=CC=C(C=C1)S(=O)(=O)CCOC(=O)C(=O)Cl 2-((4-methoxyphenyl)sulfonyl)ethylcarboxycarbonyl chloride